(E)-5-Cyano-3,4-dimethyl-N-(3-(2-(pyridin-2-yl)vinyl)-1H-indazol-5-yl)picolinamide C(#N)C=1C(=C(C(=NC1)C(=O)NC=1C=C2C(=NNC2=CC1)\C=C\C1=NC=CC=C1)C)C